Cl.CN1C(CCC1)CCNS(=O)(=O)C=1SC(=CC1)C1=C(NC(C(=C1)CC)=O)C 5-(5-ethyl-2-methyl-6-oxo-1,6-dihydropyridin-3-yl)thiophene-2-sulfonic acid [2-(1-methylpyrrolidin-2-yl)ethyl]amide hydrochloride